CC1(CCCCCCC1)OC(=O)C1C2C=CC(C1)C2=O 5-(1-methylcyclooctyloxycarbonyl)-7-oxo-bicyclo[2.2.1]Hept-2-ene